6-(benzyloxy)-5-chloro-10-(3-chlorophenyl)pyrazolo[5,1-a]isoquinoline-1-carboxylic acid C(C1=CC=CC=C1)OC1=C(N2C(C3=C(C=CC=C13)C1=CC(=CC=C1)Cl)=C(C=N2)C(=O)O)Cl